BrC1=CC2=C(C(C(O2)=CC2=CC(=C(OC3=C(C=C(C#N)C=C3)C(F)(F)F)C=C2)OC)=O)C=C1 4-(4-((6-bromo-3-oxobenzofuran-2(3H)-ylidene)methyl)-2-methoxyphenoxy)-3-(trifluoromethyl)benzonitrile